8-(1-(3-(trifluoromethyl)-1,2,4-oxadiazol-5-yl)azepin-4-yl)-1-oxa-3,8-diazaspiro[4.5]decan-2-one FC(C1=NOC(=N1)N1C=CC(=CC=C1)N1CCC2(CNC(O2)=O)CC1)(F)F